C(C)C(COC1=CC(=C(C=C1)C1=NC(=NC(=N1)C1=C(C=C(C=C1)OCC(CCCC)CC)O)C1=CC=C(C=C1)OC)O)CCCC 2,4-bis(4-[2-ethylhexyloxy]-2-hydroxyphenyl)-6-(4-methoxyphenyl)-1,3,5-triazine